Cl.Cl.CNCC=1C=NNC1 N-methyl-1-(1H-pyrazol-4-yl)methanamine dihydrochloride